(2-triethoxysilylethyl)cyclohexan-1-ol C(C)O[Si](CCC1(CCCCC1)O)(OCC)OCC